methyl 2-(2,4-difluorophenyl)-5-[1-(benzenesulfonyl)-1H-pyrrolo[2,3-b]pyridin-4-yl]-1-{[2-(trimethylsilyl) ethoxy] methyl}-1H-pyrrole-3-carboxylate FC1=C(C=CC(=C1)F)C=1N(C(=CC1C(=O)OC)C1=C2C(=NC=C1)N(C=C2)S(=O)(=O)C2=CC=CC=C2)COCC[Si](C)(C)C